17-methyl-1-heptadecyl acrylate C(C=C)(=O)OCCCCCCCCCCCCCCCCCC